2-(2-(cyclopropanesulfonamido)thiazol-4-yl)-N-(4-(6-ethoxypyrazin-2-yl)-2-methoxyphenyl)butanamide C1(CC1)S(=O)(=O)NC=1SC=C(N1)C(C(=O)NC1=C(C=C(C=C1)C1=NC(=CN=C1)OCC)OC)CC